(E)-3-(3-fluoro-4-methoxyphenyl)acrylic acid tert-butyl ester C(C)(C)(C)OC(\C=C\C1=CC(=C(C=C1)OC)F)=O